BrC=1C(=C(C(=O)NCC=2C(NC(=CC2C)C)=O)C(=C(C1)NC1CCOCC1)C)F 3-bromo-N-((4,6-dimethyl-2-oxo-1,2-dihydropyridin-3-yl)methyl)-2-fluoro-6-methyl-5-((tetrahydro-2H-pyran-4-yl)amino)benzamide